C12CC(CC2C1)OC1=C(C=C(C=C1F)NC(=O)C=1N=C(OC1CC(F)(F)F)N1C[C@H]2[C@@H](C1)CCO2)F N-(4-(cis-bicyclo[3.1.0]hexan-3-yloxy)-3,5-difluorophenyl)-2-((3aR,6aR)-hexahydro-5H-furo[2,3-c]pyrrol-5-yl)-5-(2,2,2-trifluoroethyl)oxazole-4-carboxamide